2-(5-tert-butyl-2-hydroxyphenyl)benzotriazole C(C)(C)(C)C=1C=CC(=C(C1)N1N=C2C(=N1)C=CC=C2)O